8-cyclopentyl-6-ethyl-2-[5-(2-methoxy-ethoxy)-pyridin-2-ylamino]-8H-pyrido[2,3-d]Pyrimidin-7-one C1(CCCC1)N1C(C(=CC2=C1N=C(N=C2)NC2=NC=C(C=C2)OCCOC)CC)=O